NC1CN(C1)C(=O)C1=NNC(=C1)C(C)C (3-aminoazetidin-1-yl)(5-isopropyl-1H-pyrazol-3-yl)methanone